3-(4-chlorophenoxy)-2-(1-ethoxyvinyl)-5-fluoroaniline ClC1=CC=C(OC=2C(=C(N)C=C(C2)F)C(=C)OCC)C=C1